(2-methoxy-6-(2-methoxypyrimidin-5-yl)pyridin-3-yl)-5-methyl-3-phenylisoxazole-4-carboxamide COC1=NC(=CC=C1NC(=O)C=1C(=NOC1C)C1=CC=CC=C1)C=1C=NC(=NC1)OC